C(C)(C)(C)C1=CC=C(C=C1)C=1C(=NC=CC1)C1=CC=C(C=C1)C(C)(C)C bis(4-tert-butylphenyl)pyridine